C(C1=CC=CC=C1)(=O)N1CCN(CC1)CCCCNC(=O)NCC1=CC=C(C=C1)Cl 1-(4-(4-benzoylpiperazin-1-yl)butyl)-3-(4-chlorobenzyl)urea